6-(cyclobutylamino)-2-((1-(dimethylamino)propan-2-yl)oxy)pyrimidine-4-carboxylic acid C1(CCC1)NC1=CC(=NC(=N1)OC(CN(C)C)C)C(=O)O